BrC1=CC=C2CN(C(C2=C1)=O)C(C(=O)O)C1=C(C=CC(=C1)F)OC (6-bromo-1-oxoisoindol-2-yl)-2-(5-fluoro-2-methoxyphenyl)acetic acid